C[C@H](CC[C@@H](C(C)C)O)[C@H]1CC[C@@H]2[C@@]1(CC[C@H]3C2=CC=C4[C@@]3(CC[C@@H](C4)O)C)C The molecule is a cholestanoid that is 7-dehydrocholesterol carrying an additional hydroxy substituent at position 24 (24S-stereoisomer). It has a role as a human metabolite. It is a cholestanoid, a 3beta-hydroxy-Delta(5)-steroid, a 24-hydroxy steroid and a C27-steroid. It derives from a cholesta-5,7-dien-3beta-ol.